1-[(1r,4r)-4-(5-chloro-2H-pyrazolo[3,4-c]pyridin-2-yl)cyclohexyl]methanamine, hydrochloride salt Cl.ClC1=CC=2C(C=N1)=NN(C2)C2CCC(CC2)CN